3-(isoquinolin-4-yl)-2-oxoimidazoline-4-carbonitrile C1=NC=C(C2=CC=CC=C12)N1C(NCC1C#N)=O